C(C)C=1C=NC(=NC1)N1CCC(CC1)CCCOC1=CC(=C(C=C1)CC(=O)N1CC(C1)CNCC(CO)CO)F 2-(4-(3-(1-(5-ethylpyrimidin-2-yl)piperidin-4-yl)propoxy)-2-fluorophenyl)-1-(3-(((3-hydroxy-2-(hydroxymethyl)propyl)amino)methyl)azetidin-1-yl)ethan-1-one